C(C1=CC=CC=C1)OCCOCC1CCN(CC1)C1=CC=NC=C1 4-(4-([2-(benzyloxy)ethoxy]methyl)piperidin-1-yl)pyridine